2,4-diethylfuran C(C)C=1OC=C(C1)CC